(6R)-17-Amino-15-(difluoromethyl)-12,12-dimethyl-6-(trifluoromethyl)-19-oxa-3,4,13,18-tetrazatricyclo[12.3.1.12,5]nonadeca-1(18),2,4,14,16-pentaen-6-ol NC1=CC(=C2NC(CCCCC[C@](C3=NN=C(C1=N2)O3)(O)C(F)(F)F)(C)C)C(F)F